N[C@@H]1CCCC([C@H]1C1=C(C=2N=C(N=C(C2S1)NCC=1OC=CC1)Cl)Br)(F)F 6-((1S,6R)-6-amino-2,2-difluorocyclohexyl)-7-bromo-2-chloro-N-(furan-2-ylmethyl)thieno[3,2-d]pyrimidin-4-amine